FC=1C=C(C(=O)NCC2CCC(CC2)N2N=C3C=C(C=CC3=C2)C2=NN(N=C2)C)C=C(C1O)F 3,5-difluoro-4-hydroxy-N-({(1r,4r)-4-[6-(2-methyl-2H-1,2,3-triazol-4-yl)-2H-indazol-2-yl]cyclohexyl}methyl)benzamide